FC(N1C2=C(C=3C=CC(=CC13)N1CCC3(CN(CCO3)CCCN3CCN(CC3)C=3C=C4C(N(C(C4=CC3)=O)C3C(NC(CC3)=O)=O)=O)CC1)C=NC=C2)F 5-(4-(3-(9-(5-(difluoromethyl)-5H-pyrido[4,3-b]indol-7-yl)-1-oxa-4,9-diazaspiro[5.5]undecan-4-yl)propyl)piperazin-1-yl)-2-(2,6-dioxopiperidin-3-yl)isoindoline-1,3-dione